N1=CC=C(C=C1)CNC1=NC=NN2C1=CC=C2 N-(pyridin-4-ylmethyl)pyrrolo[2,1-f][1,2,4]triazin-4-amine